Tert-butyl N-[3-[3-[1-(2,6-dioxo-3-piperidyl)-3-methyl-2-oxo-benzimidazol-4-yl]propoxy] propyl]-N-isopropyl-carbamate O=C1NC(CCC1N1C(N(C2=C1C=CC=C2CCCOCCCN(C(OC(C)(C)C)=O)C(C)C)C)=O)=O